ClC=1C=CC=C2C=CC(=NC12)NC1=C(C=C(C=C1)OC1CCCCC1)C 8-chloro-N-(4-(cyclohexyloxy)-2-methylphenyl)quinolin-2-amine